CC1=CC=C2C=C(NC2=C1C)C=O 6,7-dimethyl-1H-indole-2-carbaldehyde